C(C)(C)(C)OC(NC(C(NNC(=O)C=1SC=CC1)=O)(C)C)=O (2-methyl-1-oxo-1-(2-(thiophene-2-carbonyl)hydrazino)propan-2-yl)carbamic acid tert-butyl ester